(S)-2-((4-(3-(5-chloropyridin-2-yl)-2,3-dihydrobenzo[b][1,4]Dioxin-5-yl)piperidin-1-yl)methyl)-1-((1-(fluoromethyl)cyclopropyl)methyl)-1H-benzo[d]Imidazole-6-carboxylic acid ClC=1C=CC(=NC1)[C@@H]1OC2=C(OC1)C=CC=C2C2CCN(CC2)CC2=NC1=C(N2CC2(CC2)CF)C=C(C=C1)C(=O)O